((1R,4R)-2-oxa-5-azabicyclo[2.2.1]heptan-5-yl)(3-(2-(4-(2-hydroxypropan-2-yl)phenyl)furo[3,2-b]pyridin-7-yl)phenyl)methanone [C@H]12OC[C@H](N(C1)C(=O)C1=CC(=CC=C1)C1=C3C(=NC=C1)C=C(O3)C3=CC=C(C=C3)C(C)(C)O)C2